2-(3-cyanophenyl)-3-(2,6-dimethyl-4-pyridyl)-N-(2-hydroxy-2-methyl-propoxy)pyrazolo[1,5-a]pyrimidine-5-carboxamide C(#N)C=1C=C(C=CC1)C1=NN2C(N=C(C=C2)C(=O)NOCC(C)(C)O)=C1C1=CC(=NC(=C1)C)C